trans-4-((4-(2-Isopropylthiazol-5-yl) pyridin-2-yl)((trans-4-(5-methoxy-6-methylpyridin-2-yl)cyclohexyl)methyl) carbamoyl)cyclohexyl 3-hydroxyazetidine-1-carboxylate OC1CN(C1)C(=O)O[C@@H]1CC[C@H](CC1)C(N(C[C@@H]1CC[C@H](CC1)C1=NC(=C(C=C1)OC)C)C1=NC=CC(=C1)C1=CN=C(S1)C(C)C)=O